C(C)(C)C12C(=C(C(CC1)(C(C2)C)C(C)C)C(=O)O)C(=O)O diisopropyl-7-methyl-bicyclo[2.2.2]oct-2-ene-2,3-dicarboxylic acid